(S)-7-methyl-2-(1H-pyrazol-4-yl)-7,8-dihydro-3-oxa-1-thia-5a,8-diazabenzo[cd]azulene-5,9(4H,6H)-dione C[C@H]1CN2C=3C(=C(SC3C(N1)=O)C=1C=NNC1)OCC2=O